COC(=O)[C@@H]1C[C@H](CCC1)OC=1C(=NC(=NC1)C=1SC(=CC1CNC1=NOC(=N1)CC1CC1)Cl)C (1S,3S)-3-((2-(5-chloro-3-(((5-(cyclopropylmethyl)-1,2,4-oxadiazol-3-yl)amino)methyl)thiophen-2-yl)-4-methylpyrimidin-5-yl)oxy)cyclohexane-1-carboxylic acid methyl ester